C(C)(C)(C)OC(=O)N1C2(CC2)C[C@H](C1)C1=CC=CC=C1 (S)-6-phenyl-4-azaspiro[2.4]heptane-4-carboxylic acid tert-butyl ester